3-(cyclopropylmethoxy)-N-[(6-methylpyridazin-3-yl)methyl]-5-(5-methyl-1,3-thiazol-2-yl)benzamide C1(CC1)COC=1C=C(C(=O)NCC=2N=NC(=CC2)C)C=C(C1)C=1SC(=CN1)C